C(C)N1CCC(CC1)C=1SC2=C(N1)C=C(C=C2)[C@@H]2N(C[C@H](CC2)C)C(C(=O)N)=O 2-((2R,5S)-2-(2-(1-ethylpiperidin-4-yl)benzo[d]thiazol-5-yl)-5-methylpiperidin-1-yl)-2-oxoacetamide